9-(4-[18F]-fluoro-3-hydroxymethylbutyl)-guanine [18F]CC(CCN1C=2N=C(NC(C2N=C1)=O)N)CO